FC=1C=CC=C2C(=CNC12)C=1C=C(SC1)C(C(=O)O)CCC=O (4-(7-fluoro-1H-indol-3-yl)thiophen-2-yl)-5-oxopentanoic acid